[Br-].FC1=C(C=C(C[P+](C2=CC=CC=C2)(C2=CC=CC=C2)C2=CC=CC=C2)C=C1)C (4-Fluoro-3-methylbenzyl)triphenylphosphonium bromide